17-((2-(2,6-dioxopiperidin-3-yl)-1,3-dioxoisoindolin-4-yl)sulfanyl)-3,6,9,12,15-pentaoxaheptadecane O=C1NC(CCC1N1C(C2=CC=CC(=C2C1=O)SCCOCCOCCOCCOCCOCC)=O)=O